N-(4-(6-isopropyl-5-(1-methyl-1H-pyrrolo[2,3-b]pyridin-3-yl)-4H-pyrrolo[3,2-d]thiazol-2-yl)cyclohexyl)bicyclo[1.1.1]pentan-1-amine C(C)(C)C1=C(NC2=C1N=C(S2)C2CCC(CC2)NC21CC(C2)C1)C1=CN(C2=NC=CC=C21)C